(R)-(5-(3-fluoropyridin-2-yl)-1,3,4-oxadiazol-2-yl)(4-(pyrazolo[1,5-a]pyridin-2-yl)-6,7-dihydro-1H-imidazo[4,5-c]pyridin-5(4H)-yl)methanone FC=1C(=NC=CC1)C1=NN=C(O1)C(=O)N1[C@H](C2=C(CC1)NC=N2)C2=NN1C(C=CC=C1)=C2